(5R,6aR)-6a-(((tert-butyldiphenylsilyl)oxy)methyl)-5-fluorooctahydrocyclopropa[a]pyrrolizine [Si](C1=CC=CC=C1)(C1=CC=CC=C1)(C(C)(C)C)OC[C@@]12C[C@H](CN2CC2C1C2)F